C1N(CC12CCOCC2)C2=NC1=CC=C(C=C1C=C2)CO (2-(7-Oxa-2-azaspiro[3.5]non-2-yl)quinolin-6-yl)methanol